O=C(/C=C/C1=CC=C(C(=O)O)C=C1)C1=CC=C(C=C1)NC(NC(C)C)=O 4-[(E)-3-Oxo-3-[4-(propan-2-ylcarbamoylamino)phenyl]prop-1-enyl]benzoic acid